2-((4-(4-isopropyl-5-(8-methyl-[1,2,4]triazolo[1,5-a]pyridin-6-yl)-1H-pyrazol-3-yl)cyclohexyl)(methyl)amino)-N,N-dimethylacetamide C(C)(C)C=1C(=NNC1C=1C=C(C=2N(C1)N=CN2)C)C2CCC(CC2)N(CC(=O)N(C)C)C